1-(pyrrolidin-2-ylmethyl)-1H-benzo[d]imidazole-6-carboxylic acid N1C(CCC1)CN1C=NC2=C1C=C(C=C2)C(=O)O